15-(3-chloro-4-fluorophenyl)-8,9,10,11,14,15-hexahydro-4,6-ethenopyrimido[4,5-e][1,4,10]oxadiazacyclotridecin-7(13H)-one ClC=1C=C(C=CC1F)N1CCOCCCNC(C2=CC3=C1N=CN=C3C=C2)=O